ClC=1C(=CC=C2N=CC(=NC12)C=1C=NN(C1)CC1CCC(CC1)O)OC=1C=CC2=C(NC(=N2)C)C1 4-((4-(8-chloro-7-((2-methyl-1H-benzo[d]imidazol-6-yl)oxy)quinoxalin-2-yl)-1H-pyrazol-1-yl)methyl)cyclohexan-1-ol